NC1=C(C=C(C=N1)C=1C=C(C=CC1)C(=O)N1CCN(CC1)C)C1=CC(=CC=C1)N(C)C [3-[6-amino-5-[3-(dimethylamino)phenyl]-3-pyridyl]phenyl]-(4-methylpiperazin-1-yl)methanone